CC(C(=O)O)CC=C 2-Methyl-pent-4-enoic acid